2-(((1s,4s)-4-((7-Morpholino-1,6-naphthyridin-5-yl)oxy)cyclohexyl)amino)-9-(tetrahydro-2H-pyran-4-yl)-7,9-dihydro-8H-purin-8-one O1CCN(CC1)C1=NC(=C2C=CC=NC2=C1)OC1CCC(CC1)NC1=NC=C2NC(N(C2=N1)C1CCOCC1)=O